4-chloro-7-p-toluenesulfonylpyrrolo[2,3-d]pyrimidine ClC=1C2=C(N=CN1)N(C=C2)S(=O)(=O)C2=CC=C(C)C=C2